tert-butyl 3-(5-acetylthiophen-2-yl)-2,5-dihydro-1H-pyrrole-1-carboxylate C(C)(=O)C1=CC=C(S1)C=1CN(CC1)C(=O)OC(C)(C)C